N-(3-Chloro-4-(2,2-difluoroethoxy)-2-fluorophenyl)-6-(4,7-diazaspiro[2.5]octan-7-yl)pyrido[3,4-d]pyrimidin-4-amine ClC=1C(=C(C=CC1OCC(F)F)NC=1C2=C(N=CN1)C=NC(=C2)N2CCNC1(CC1)C2)F